ClC=1C(=NC=C(N1)C)NCCN1CCCC1 3-chloro-5-methyl-N-(2-(pyrrolidin-1-yl)ethyl)pyrazin-2-amine